1-ethyl-9-(2-carboxycyclohexyl)carbonyloxyanthracene phosphorus [P].C(C)C1=CC=CC2=CC3=CC=CC=C3C(=C12)OC(=O)C1C(CCCC1)C(=O)O